OC=1C=NC(=NC1)C1CCN(CC1)C(=O)OC(C)(C)C tert-butyl 4-(5-hydroxypyrimidin-2-yl)-piperidine-1-carboxylate